L-lysine-biphenylacetate salt C=1(C(=CC=CC1)CC(=O)O)C1=CC=CC=C1.N[C@@H](CCCCN)C(=O)O